FC(C(N)C1CN(CCC1)C1=NC(=NC=C1)C1=CN=C2N1C=C(N=C2)C(F)(F)F)(F)F 2,2,2-Trifluoro-1-(1-(2-(6-(trifluoromethyl)imidazo[1,2-a]pyrazin-3-yl)pyrimidin-4-yl)piperidin-3-yl)ethan-1-amine